C12(NCC(C1)C2)CN2C(=NC1=C2C=C(C=C1)C(=O)OC)CC1=C(C=C(C(=C1)F)C1=NC(=CC=C1)OCC1=C(C=C(C=C1)C#N)F)F methyl 1-((2-azabicyclo[2.1.1]hex-1-yl) methyl)-2-(4-(6-((4-cyano-2-fluorobenzyl) oxy) pyridin-2-yl)-2,5-difluorobenzyl)-1H-benzo[d]imidazole-6-carboxylate